n-propyltrimethoxy-silane C(CC)[Si](OC)(OC)OC